(6S,7S)-7-((N,N-dimethylsulfamoyl)amino)-6-((2-fluoro-[1,1'-biphenyl]-3-yl)methyl)-N,N-dimethyl-5-azaspiro[2.4]heptane-5-carboxamide CN(S(=O)(=O)N[C@@H]1[C@@H](N(CC12CC2)C(=O)N(C)C)CC=2C(=C(C=CC2)C2=CC=CC=C2)F)C